2-(4-fluoro-1H-indol-3-yl)-2-phenylindol-3-one FC1=C2C(=CNC2=CC=C1)C1(NC2=CC=CC=C2C1=O)C1=CC=CC=C1